anthraquinone-2,7-disulfonic acid disodium salt [Na+].[Na+].C1=C(C=CC=2C(C3=CC=C(C=C3C(C12)=O)S(=O)(=O)[O-])=O)S(=O)(=O)[O-]